11-tert-butoxy-11-oxo-undecanoic acid C(C)(C)(C)OC(CCCCCCCCCC(=O)O)=O